4-[4-(1-hydroxyethyl)-2-methoxy-5-nitrophenoxy]butanoic acid OC(C)C1=CC(=C(OCCCC(=O)O)C=C1[N+](=O)[O-])OC